CC1=CC=C(C=C1)O para-methyl-phenol